2-(3-(methylsulfonyl)phenyl)-5-(4-(trifluoromethyl)phenoxy)-3,4-dihydroisoquinolin-1(2H)-one CS(=O)(=O)C=1C=C(C=CC1)N1C(C2=CC=CC(=C2CC1)OC1=CC=C(C=C1)C(F)(F)F)=O